C(CC#C)N(C=1SC2=C(N1)C=CC=C2F)CCC2=CC=C(C=C2)OC N-(but-3-yn-1-yl)-7-fluoro-N-(4-methoxyphenethyl)benzo[d]thiazol-2-amine